BrC=1C=CC(=C2C=CN(C12)C(C(C)OC([C@H](C)NC(=O)C1=NC=CC(=C1OC(C)=O)OC)=O)C)F (2S)-2-[(3-acetoxy-4-methoxy-pyridine-2-carbonyl)amino]propionic acid [2-(7-bromo-4-fluoro-indol-1-yl)-1-methyl-propyl] ester